BrC1=CC=C(OCCN2CC3C(C3C2)CNC(OC(C)(C)C)=O)C=C1 tert-butyl ((exo-3-(2-(4-bromophenoxy)ethyl)-3-azabicyclo[3.1.0]hexan-6-yl)methyl)carbamate